boron triacetoxyborohydride C(C)(=O)O[BH-](OC(C)=O)OC(C)=O.[B+3].C(C)(=O)O[BH-](OC(C)=O)OC(C)=O.C(C)(=O)O[BH-](OC(C)=O)OC(C)=O